5-Bromo-3-fluoro-6-[(2H3)methyl-oxy]pyridine-2-carboxylic acid BrC=1C=C(C(=NC1OC([2H])([2H])[2H])C(=O)O)F